N(=[N+]=[N-])CCCCCCOC(=O)NCC1=CC=C(C=C1)C=1SC=C(N1)C(=O)OCC ethyl 2-(4-(((((6-azidohexyl)oxy)carbonyl)amino)methyl)phenyl)thiazole-4-carboxylate